tert-Butyl (5-ethyl-2-methoxy-4-(4-oxopiperidin-1-yl)phenyl)carbamate C(C)C=1C(=CC(=C(C1)NC(OC(C)(C)C)=O)OC)N1CCC(CC1)=O